(2R)-1-(benzyloxy)-3-[4-(morpholin-4-yl) phenyl]-1-oxopropan-2-yl-(2S)-2-[[(tert-butoxy) carbonyl] (methyl) amino]-4,4-dimethylpentanoate C(C1=CC=CC=C1)OC([C@@H](CC1=CC=C(C=C1)N1CCOCC1)OC([C@H](CC(C)(C)C)N(C)C(=O)OC(C)(C)C)=O)=O